tetradecylpentadecylamine C(CCCCCCCCCCCCC)NCCCCCCCCCCCCCCC